COC(CC=1N=C(N(C1)C1=CC=CC=C1)NC(C1=CC=CC=C1)=O)=O 2-(2-Benzoylamino-1-phenyl-1H-imidazol-4-yl)acetic acid methyl ester